bis(4-methoxyphenyl)phenyl-phosphorus oxide COC1=CC=C(C=C1)P(C1=CC=CC=C1)(C1=CC=C(C=C1)OC)=O